2-(2,6-dioxo-3-piperidinyl)-4-(methyl-4-piperidinylamino)-1H-Isoindole-1,3(2H)-dione O=C1NC(CCC1N1C(C2=CC=CC(=C2C1=O)N(C1CCNCC1)C)=O)=O